6-(2,6-difluorophenyl)-4-(Methyl (6-(methylthio)pyridin-3-yl)amino)pyridazine-3-carboxylate FC1=C(C(=CC=C1)F)C1=CC(=C(N=N1)C(=O)[O-])N(C=1C=NC(=CC1)SC)C